C(C1=C(C(=CC(=C1)C(C)(C)C)C(C)(C)C)O)C1=C(C(=CC(=C1)C(C)(C)C)C(C)(C)C)O 2,2'-Methylenbis(4,6-di-tertbutyl-phenol)